3-((3-(2-(dimethylamino)ethyl)-1H-indol-4-yl)oxy)-3-oxopropionic acid CN(CCC1=CNC2=CC=CC(=C12)OC(CC(=O)O)=O)C